cerium (III) ammonium salt [NH4+].[Ce+3]